3-(2,3,5,6-tetrafluoro-4-(methylsulfinyl)phenyl)propan-1-amine FC1=C(C(=C(C(=C1F)S(=O)C)F)F)CCCN